CC(C)(C)[S@](=O)/N=C/C=1C=CC2=C(N(C=N2)COCC[Si](C)(C)C)C1 (S,E)-2-Methyl-N-((1-((2-(trimethylsilyl)ethoxy)methyl)-1H-benzo[d]imidazol-6-yl)methylene)propane-2-sulfinamide